FC(C=1C=C(C=CC1)NC(=S)N)(F)F N-(3-trifluoromethylphenyl)thiourea